tert-butyl 2-(5-fluoro-2-((3-nitro-4-(piperidin-1-yl)phenyl)sulfonamido)phenyl)acetate FC=1C=CC(=C(C1)CC(=O)OC(C)(C)C)NS(=O)(=O)C1=CC(=C(C=C1)N1CCCCC1)[N+](=O)[O-]